biphenyl-4-yl-(5'-naphthalen-2-yl-[1,1':2',1'']terphenyl-4-yl)amine C1(=CC=C(C=C1)NC1=CC=C(C=C1)C=1C(=CC=C(C1)C1=CC2=CC=CC=C2C=C1)C1=CC=CC=C1)C1=CC=CC=C1